C(=O)(O)C=CC=CC1=CC=CC=C1 1-Carboxy-4-phenylbutadien